(Racemic)-4-(Chloromethyl)-1-(tetrahydro-2H-pyran-2-yl)-1H-pyrazole ClCC=1C=NN(C1)[C@@H]1OCCCC1 |r|